BrC1=C(C=C(S1)C(C)NC1=NC(=NC2=CC(=C(C=C12)OC)OC)C)Cl N-[1-(5-bromo-4-chlorothiophen-2-yl)ethyl]-6,7-dimethoxy-2-methylquinazolin-4-amine